4-((2,2-difluorocyclopropyl)methyl)-2-fluoro-6-((3S)-3-methyl-4-((3-methyl-1,2,4-oxadiazol-5-yl)methyl)piperazin-1-yl)benzene-1-carbonitrile FC1(C(C1)CC1=CC(=C(C(=C1)N1C[C@@H](N(CC1)CC1=NC(=NO1)C)C)C#N)F)F